3-(5-(1-cyclopropyl-4-((3-hydroxyazetidin-1-yl)methyl)-1H-pyrrolo[2,3-b]pyridin-6-yl)-1-oxoisoindolin-2-yl)piperidine-2,6-dione C1(CC1)N1C=CC=2C1=NC(=CC2CN2CC(C2)O)C=2C=C1CN(C(C1=CC2)=O)C2C(NC(CC2)=O)=O